5-(2,6-difluorophenyl)-4-methyl-1,2,4-triazol-3-ol FC1=C(C(=CC=C1)F)C=1N(C(=NN1)O)C